N-methylbishydroxyethylamine CN(CCO)CCO